C(C)(C)(C)OC(=O)N1C[C@@H]2COC3=C(C(N2CC1)=O)C(=CC(=C3)Br)OC (12aR)-9-bromo-7-methoxy-6-oxo-3,4,12,12a-tetrahydro-6H-pyrazino[2,1-c][1,4]benzooxazepine-2(1H)-carboxylic acid tert-butyl ester